ricinoleylalcohol C(CCCCCCC\C=C/C[C@H](O)CCCCCC)O